C1(=CC=CC=C1)P([C-]1C=CC=C1)C1=CC=CC=C1.[C-]1(C=CC=C1)P(C1=CC=CC=C1)C1=CC=CC=C1.[Fe+2] 1,1'-Bis(diphenylphosphino)ferrocen